6-(3-azabicyclo[3.1.0]hexan-3-yl)-1'-(cyclopropylmethyl)-1',2',3',6'-tetrahydro-[4,4'-bipyridin]-2-amine C12CN(CC2C1)C1=CC(=CC(=N1)N)C=1CCN(CC1)CC1CC1